FC=1C(=CC2=C(C(N3[C@@H](CO2)C[C@@H](C3)O)=O)C1OC)C (2S,11aR)-7-Fluoro-2-hydroxy-6-methoxy-8-methyl-2,3,11,11a-tetrahydro-1H,5H-benzo[f]pyrrolo[2,1-c][1,4]oxazepin-5-one